ethyl (3-methyldec-5-en-1-yl) oxalate C(C(=O)OCCC(CC=CCCCC)C)(=O)OCC